ClC=1C=CC(=NC1C(F)F)NC(C=1NC(=C(N1)S(=O)(=N)C)C)C1=CC(=C(C=C1)F)Cl 5-chloro-N-[(3-chloro-4-fluorophenyl)-[5-methyl-4-(methylsulfonimidoyl)-1H-imidazol-2-yl]methyl]-6-(difluoromethyl)pyridin-2-amine